O[C@@H]1COC2(CN(C2)C(=O)OC(C)(C)C)C1 (S)-tert-butyl 7-hydroxy-5-oxa-2-azaspiro[3.4]octane-2-carboxylate